((2R,3S,4R)-5-(4-aminopyrrolo[2,1-f][1,2,4]triazin-7-yl)-2-cyano-3,4-dihydroxytetrahydrofuran-2-yl)methyl ((R)-2-((4-cyanopyridin-2-yl)oxy)-3-(tetradecyloxy)propyl) hydrogen phosphate P(=O)(OC[C@]1(OC([C@@H]([C@@H]1O)O)C1=CC=C2C(=NC=NN21)N)C#N)(OC[C@@H](COCCCCCCCCCCCCCC)OC2=NC=CC(=C2)C#N)O